O=C1C(=CN(C2=NC=CC=C12)C1=NC(=NS1)C1=CC=NC=C1)C(=O)O 4-oxo-1-[3-(pyridin-4-yl)-1,2,4-thiadiazol-5-yl]-1,4-dihydro-1,8-naphthyridine-3-carboxylic acid